C(C)C1=CC=2CC3=CC=CC=C3SC2C(=C1)CC 2,4-diethylthioxanthene